1-cyclopropoxy-1-phenyl-2-((tetrahydro-2H-pyran-2-yl)oxy)ethyl-6-iodoquinazoline C1(CC1)OC(COC1OCCCC1)(C1=CC=CC=C1)C1=NC2=CC=C(C=C2C=N1)I